Indole-3-Acetic Acid Methyl Ester COC(CC1=CNC2=CC=CC=C12)=O